(1R,2S)-2-(3-{[(3S)-3-(hydroxymethyl)-2,3-dihydrofuro[2,3-c]pyridin-7-yl]amino}-1H-indazol-6-yl)-5'-methoxyspiro[cyclopropan-1,3'-indol]-2'(1'H)-one OC[C@H]1COC2=C(N=CC=C21)NC2=NNC1=CC(=CC=C21)[C@@H]2C[C@@]21C(NC2=CC=C(C=C12)OC)=O